CN(C1=CC(=CC=C1)N1CCC(CC1)N1CCC(CC1)OC1=CC(=CC=C1)N1[C@@H]2CN(C[C@H]1CC2)C2=C(N=NC(=C2)C2=C(C=CC=C2)O)N)C2C(NC(CC2)=O)=O 3-[N-methyl-3-[4-[4-[3-[(1S,5R)-3-[3-amino-6-(2-hydroxyphenyl)pyridazin-4-yl]-3,8-diazabicyclo[3.2.1]octan-8-yl]phenoxy]-1-piperidyl]-1-piperidyl]anilino]piperidine-2,6-dione